TOSYLAT S(=O)(=O)([O-])C1=CC=C(C)C=C1